[3-(5-aminoisoxazol-3-yl)azetidin-1-yl]-[3-fluoro-4-(trifluoromethyl)phenyl]methanone NC1=CC(=NO1)C1CN(C1)C(=O)C1=CC(=C(C=C1)C(F)(F)F)F